ClC=1C=C2C(C(=CN(C2=CC1N1[C@H](CCC1)COC1=NC=CC=C1)C1=NC=CC=N1)C(=O)O)=O 6-chloro-4-oxo-7-[(2R)-2-[(pyridin-2-yloxy)methyl]pyrrolidin-1-yl]-1-(pyrimidin-2-yl)quinoline-3-carboxylic acid